CC(CCC)C1=CC(C2=CC=3CCCC3C=C12)[Zr] (3-(2-pentyl)-1,5,6,7-tetrahydro-s-indacenyl)zirconium